(2-(((2S,3R)-3-cyclopropyl-3-(3-((3-((diisopropylamino)methyl)-4-(5-fluoro-2-methoxypyridin-4-yl)benzoyl)oxy)phenyl)-2-methylpropanoyl)oxy)ethyl)phosphonic acid C1(CC1)[C@H]([C@@H](C(=O)OCCP(O)(O)=O)C)C1=CC(=CC=C1)OC(C1=CC(=C(C=C1)C1=CC(=NC=C1F)OC)CN(C(C)C)C(C)C)=O